C(C)(C)C=1C2=C(NC1C=1C=C(C=3N(C1)N=CN3)C)C=C(S2)C(=O)N(C2CCC(CC2)=O)C 6-isopropyl-N-methyl-5-(8-methyl-[1,2,4]triazolo[1,5-a]pyridin-6-yl)-N-(4-oxocyclohexyl)-4H-thieno[3,2-b]pyrrole-2-carboxamide